C(CCC)C1C(=NN(C1(C(=O)OC)C)C1=CC=C(C=C1)F)C1=CC=C(C=C1)F methyl 4-butyl-1,3-bis(4-fluorophenyl)-5-methyl-4,5-dihydro-1H-pyrazole-5-carboxylate